C(C)OC(=O)C=1N=NNC1OC1=CC(=CC=C1)C#C[Si](C(C)C)(C(C)C)C(C)C 5-(3-((triisopropylsilyl)ethynyl)phenoxy)-1H-1,2,3-triazole-4-carboxylic acid ethyl ester